5-chloro-6-[7-(2-hydroxypropoxy)-6-(methylcarbamoyl)quinolin-4-yl]oxypyridin ClC=1C=CC=NC1OC1=CC=NC2=CC(=C(C=C12)C(NC)=O)OCC(C)O